4-(4-bromo-2-oxo-2,3-dihydro-1H-1,3-benzodiazol-1-yl)-N-(4-hydroxyphenyl)cyclohexane-1-carboxamide BrC1=CC=CC=2N(C(NC21)=O)C2CCC(CC2)C(=O)NC2=CC=C(C=C2)O